CC1=CC=C(C=C1)S(=O)(=O)OC=1C2=C(N=C(N1)OC[C@]13CCCN3C[C@@H](C1)F)CNCC2 2-(((2R,7aS)-2-fluorotetrahydro-1H-pyrrolizin-7a(5H)-yl)methoxy)-5,6,7,8-tetrahydropyrido[3,4-d]pyrimidin-4-yl 4-methylbenzenesulfonate